2,6-Dimethylheptan-2-ylbenzoat CC(C)(CCCC(C)C)OC(C1=CC=CC=C1)=O